C(CC(O)(C(=O)O)CC(=O)O)(=O)O.FC1=CC=C(S1)CC[C@@]1(CN(CC1)C(C)(C)C=1C=NC(=CC1)C)[C@@H](C1=NC=CC=C1)CS(=O)(=O)N |o1:21| ((S)-((S or R)-3-(2-(5-fluorothiophen-2-yl)ethyl)-1-(2-(6-methylpyridin-3-yl)propan-2-yl)pyrrolidin-3-yl)(pyridin-2-yl)methyl)methanesulfonamide citrate